6-(4-aminophenyl)-4,5-dihydropyridazin-3(2H)-one NC1=CC=C(C=C1)C=1CCC(NN1)=O